allyl-2,3-epoxypropyl ether C(C=C)OCC1CO1